2-chloro-7-cyclopentyl-N,N-bis(methyl-d3)-7H-pyrrolo[2,3-d]pyrimidine-6-carboxamide ClC=1N=CC2=C(N1)N(C(=C2)C(=O)N(C([2H])([2H])[2H])C([2H])([2H])[2H])C2CCCC2